O=S1(N(CC(N1)=O)C=1C(=C(C=CC1O)C#C[C@H]1[C@@H](C1)CNS(=O)(=O)C)F)=O |o1:16,17| rel-N-(((1R,2R)-2-((3-(1,1-dioxido-4-oxo-1,2,5-thiadiazolidin-2-yl)-2-fluoro-4-hydroxyphenyl)ethynyl)cyclopropyl)methyl)methanesulfonamide